COC1=CC=C2CC3(CCN(CC3)C(=O)[O-])CC2=C1 6-methoxy-1,3-dihydrospiro[indene-2,4'-piperidine]-1'-carboxylate